(2R,3S)-3-amino-2-(3-boronopropyl)pyrrolidine-3-carboxylic acid N[C@@]1([C@H](NCC1)CCCB(O)O)C(=O)O